(5-(3,5-difluorophenyl)-4,5-dihydro-1H-pyrazol-1-yl)(3-((5-fluoro-1H-indazol-1-yl)methyl)bicyclo[1.1.1]pentan-1-yl)methanone FC=1C=C(C=C(C1)F)C1CC=NN1C(=O)C12CC(C1)(C2)CN2N=CC1=CC(=CC=C21)F